Cl.Cl.O[C@@H]1C[C@@H](CCC1)NC=1N=NC(=C2C1C=NC=C2)C2=C(C=C(C=C2)C(F)(F)F)O 2-(4-(((1R,3S)-3-hydroxycyclohexyl)amino)pyrido[3,4-d]pyridazin-1-yl)-5-(trifluoromethyl)phenol dihydrochloride